3-(3,3-difluoropropyl)-5-(4-fluorophenyl)-8-methoxy-7-(trifluoromethyl)-2,3,4,5-tetrahydrobenzo[b][1,4]thiazepine 1,1-dioxide FC(CCC1CN(C2=C(S(C1)(=O)=O)C=C(C(=C2)C(F)(F)F)OC)C2=CC=C(C=C2)F)F